methyl 3-((tert-butylsulfinyl) amino)-3-ethyloct-7-enoate C(C)(C)(C)S(=O)NC(CC(=O)OC)(CCCC=C)CC